CC1=C(C2=CC=CC=C2C=C1)S(=O)(=O)[O-].[Na+] sodium 2-methyl-1-naphthalenesulfonate